(R)-N-(2-amino-1-(3-chloro-5-fluoro-phenyl)ethyl)-1-(2-((3,3-difluoro-cyclobutyl)amino)-5-methylpyrimidin-4-yl)-1H-imidazole-4-carboxamide NC[C@@H](C1=CC(=CC(=C1)F)Cl)NC(=O)C=1N=CN(C1)C1=NC(=NC=C1C)NC1CC(C1)(F)F